8-(3-hydroxypropoxy)-9H-pyrimido[4,5-b]indole-6-carboxamide OCCCOC=1C=C(C=C2C3=C(NC12)N=CN=C3)C(=O)N